3,7-Dichloro-8-fluoro-1-isopropyl-1,6-naphthyridin-2-one ClC=1C(N(C2=C(C(=NC=C2C1)Cl)F)C(C)C)=O